COC1=CC=C(CN(C2=C3NC(NC3=NC(=N2)S(=O)(=O)C)=O)CC2=CC=C(C=C2)OC)C=C1 6-(bis(4-methoxybenzyl)amino)-2-(methylsulfonyl)-7,9-dihydro-8H-purin-8-one